3-chloro-10-methyl-5,6,7,8,9,10-hexahydropyrido[3',2':4,5]pyrrolo[2,3-d]azepine ClC1=CC2=C(N(C=3CCNCCC32)C)N=C1